FC(C(C(C(C(C(C(C(C(C(C(C(C(C(C(C(C(C(C(C(F)(F)F)(F)F)(F)F)(F)F)(F)F)(F)F)(F)F)(F)F)(F)F)(F)F)(F)F)(F)F)(F)F)(F)F)(F)F)(F)F)(F)F)(F)F)(F)F)(O)F perfluoroeicosanol